C(C)(C)(C)OC(=O)N1CC2=C(N=CC=C2CC1)O 8-hydroxy-3,4-dihydro-2,7-naphthyridine-2(1H)-carboxylic acid tert-butyl ester